7-(((benzyloxy)carbonyl)(methyl)amino)-2-(3-(2-ethoxy-2-oxoethyl)phenyl)-2,6,6-trimethylheptanoic acid C(C1=CC=CC=C1)OC(=O)N(CC(CCCC(C(=O)O)(C)C1=CC(=CC=C1)CC(=O)OCC)(C)C)C